(1S,2S,3R,5S)-3-(4-methyl-7H-pyrrolo[2,3-d]pyrimidin-7-yl)-5-((1,2,3,4-tetrahydroisoquinolin-8-yl)oxy)cyclopentane-1,2-diol CC=1C2=C(N=CN1)N(C=C2)[C@H]2[C@@H]([C@@H]([C@H](C2)OC=2C=CC=C1CCNCC21)O)O